CN(CCNC1=CC=C(C=2C(=O)C3=C(C=CC(=C3C(=O)C12)O)O)NCCN(C)C)C 1,4-bis{[2-(dimethylamino)ethyl]amino}-5,8-dihydroxyanthra-9,10-quinone